FC(C(=O)O)(F)F.FC(C(=O)O)(F)F.C1N(CC12CNC2)C2=CC=C(C=C2)C2=CC(=C1CN(C(C1=C2)=O)C(C(=O)NC=2SC=CN2)C2=C1N(C=N2)CCC1)F 2-[6-[4-(2,6-diazaspiro[3.3]heptan-2-yl)phenyl]-4-fluoro-1-oxo-isoindolin-2-yl]-2-(6,7-dihydro-5H-pyrrolo[1,2-c]imidazol-1-yl)-N-thiazol-2-yl-acetamide bistrifluoroacetic acid salt